1-(6,7-difluoro-1-((1-methyl-1H-1,2,4-triazol-3-yl)methoxy)isoquinolin-4-yl)ethanone Ethyl-2-(2-(trifluoromethoxy)ethyl)-2H-1,2,3-triazole-4-carboxylate C(C)OC(=O)C1=NN(N=C1)CCOC(F)(F)F.FC=1C=C2C(=CN=C(C2=CC1F)OCC1=NN(C=N1)C)C(C)=O